4-{[3-(8-{[(1S,5S,6R,7R)-6-fluoro-3-oxa-9-azabicyclo[3.3.1]nonan-7-yl]amino}-3-[(trifluoromethyl)sulfanyl]imidazo[1,2-a]pyridin-2-yl)prop-2-yn-1-yl]amino}-3-methoxy-N-methylbenzamide F[C@H]1[C@@H]2COC[C@H](C[C@H]1NC=1C=3N(C=CC1)C(=C(N3)C#CCNC3=C(C=C(C(=O)NC)C=C3)OC)SC(F)(F)F)N2